FC1=CC(=C(C=C1[N+](=O)[O-])NC1=NC2=C(C=C(C=C2C=N1)OC1=CC=C(C=C1)F)C1=CC=CC=C1)OC N-(4-fluoro-2-methoxy-5-nitrophenyl)-6-(4-fluorophenoxy)-8-phenylquinazolin-2-amine